ClC=1C=C(C=C(C1)Cl)C1(CC(=NO1)N1CC2=C(C1)C=C(S2)C(=O)N[C@H]2C(N(OC2)CC)=O)C(F)(F)F 5-(5-(3,5-dichlorophenyl)-5-(trifluoromethyl)-4,5-dihydroisoxazol-3-yl)-N-((R)-2-ethyl-3-oxoisoxazolidin-4-yl)-5,6-dihydro-4H-thieno[2,3-c]pyrrole-2-carboxamide